1,3-di-tert-butyl-1,3-propanediol C(C)(C)(C)C(CC(O)C(C)(C)C)O